5-Ethyl-7-(pyridin-2-yl)-N-(1,1,1-trifluoropropan-2-yl)pyrazolo[1,5-a]Pyrimidine C(C)C1=NC=2N(C(=C1)C1=NC=CC=C1)N(CC2)C(C(F)(F)F)C